(1-(4-(quinolin-2-ylmethoxy) phenethyl)piperidin-4-ylidene)-6,11-dihydro-5H-benzo[d]imidazo[1,2-a]azepine-3-carboxylate N1=C(C=CC2=CC=CC=C12)COC1=CC=C(CCN2CCC(CC2)=C2CC3=C(CC=4N2C(=CN4)C(=O)[O-])C=CC=C3)C=C1